FC1=C(C=C(C(=C1F)OCOC)F)CO (2,3,5-trifluoro-4-(methoxymethoxy)phenyl)methanol